6-bromo-4-(4-((tert-butyldimethylsilyl)oxy)butyl)-3-methyl-3,4-dihydro-2H-benzo[b][1,4]oxazine BrC1=CC2=C(OCC(N2CCCCO[Si](C)(C)C(C)(C)C)C)C=C1